5-formyl-4-methyl-1-[(5-oxomorpholin-2-yl)methyl]-1H-indole-2-carbonitrile C(=O)C=1C(=C2C=C(N(C2=CC1)CC1CNC(CO1)=O)C#N)C